ClC=1C=C(C=C(C1OCOC)C)B1OC(C)(C)C(C)(C)O1 3-chloro-4-(methoxymethoxy)-5-methylbenzeneboronic acid pinacol ester